1-methyl-4-[3-(5-methyl-2-piperidyl)phenyl]piperidine CN1CCC(CC1)C1=CC(=CC=C1)C1NCC(CC1)C